8'-Methyl-2'-(pyridin-2-ylmethyl)-N-[(2S)-tetrahydrofuran-2-ylmethyl]-2',5'-dihydrospiro[cyclobutan-1,4'-furo[2,3-g]indazol]-7'-carboxamid CC1=C(OC=2CC3(C4=CN(N=C4C21)CC2=NC=CC=C2)CCC3)C(=O)NC[C@H]3OCCC3